((4-isopropylphenyl)amino)-5-(methoxymethyl)-4H-benzo[e][1,2,4]thiadiazine 1,1-dioxide C(C)(C)C1=CC=C(C=C1)NC1=NS(C2=C(N1)C(=CC=C2)COC)(=O)=O